COC1=CC=C(C=C1)NC(=O)N1CCCCN2C[C@@H]([C@@H]2C1)C1=CC=C(C=C1)C#CC1=CC=CC=C1 (8R,9S)-N-(4-methoxyphenyl)-9-(4-(phenylethynyl)phenyl)-1,6-diazabicyclo[6.2.0]decane-6-carboxamide